methacrylamidopropyl-N,N-dimethyldodecylammonium bromide [Br-].C(C(=C)C)(=O)NCCC[N+](C)(C)CCCCCCCCCCCC